5-(3-aminophenyl)piperazin-2-one NC=1C=C(C=CC1)C1NCC(NC1)=O